N1(CCOCC1)C1=CC=C(C=C1)C(CCC)=O 1-(4-morpholinylphenyl)-1-butanone